(1R,2S)-2-(3-{[5-chloro-2-(propan-2-yl)pyrimidin-4-yl]amino}-1H-indazol-6-yl)-5'-methoxyspiro[cyclopropan-1,3'-indol]-2'(1'H)-one ClC=1C(=NC(=NC1)C(C)C)NC1=NNC2=CC(=CC=C12)[C@@H]1C[C@@]12C(NC1=CC=C(C=C21)OC)=O